ClC1=CN=C2C(=N1)N(C(=N2)C2=NC(=CC=C2)OC2CC2)C2=C(C=CC=C2OC)OC 6-chloro-2-(6-cyclopropoxypyridin-2-yl)-1-(2,6-dimethoxyphenyl)-1H-imidazo[4,5-b]pyrazine